ClC=1C=C(C=C(C1)Cl)C1=NC(=C2NC=NC2=N1)NCC1=CC=C(C=C1)C=1N(C=C(N1)C(F)(F)F)C 2-(3,5-dichlorophenyl)-N-(4-(1-methyl-4-(trifluoromethyl)-1H-imidazol-2-yl)benzyl)-7H-purin-6-amine